5-mercapto-1,2,4-triazazole SC1=NN=NN1